(R)-1-(6-(6-(2-(3-fluorophenyl)pyrrolidin-1-yl)imidazo[1,2-b]pyridazin-3-yl)pyridin-2-yl)azetidin-3-amine FC=1C=C(C=CC1)[C@@H]1N(CCC1)C=1C=CC=2N(N1)C(=CN2)C2=CC=CC(=N2)N2CC(C2)N